(bicyclo[1.1.1]pentan-1-yl)-N-(4-(6-fluoro-3,4-dihydroisoquinolin-2(1H)-yl)-2,6-dimethylphenyl)acetamide C12(CC(C1)C2)CC(=O)NC2=C(C=C(C=C2C)N2CC1=CC=C(C=C1CC2)F)C